tert-Butyl N-[3-cyano-7-fluoro-4-[5-fluoro-3-[[(2S)-1-methylazetidin-2-yl]methoxy]-7,9-dihydrofuro[3,4-f]quinazolin-6-yl]thieno[3,2-c]pyridin-2-yl]carbamate C(#N)C1=C(SC2=C1C(=NC=C2F)C=2C1=C(C=3C=NC(=NC3C2F)OC[C@H]2N(CC2)C)COC1)NC(OC(C)(C)C)=O